(2S,4R)-N-(2-fluoro-4-(4-methylthiazol-5-yl)benzyl)-1-((R)-2-(1-fluorocyclopropane-1-amido)-3-mercapto-3-methylbutanoyl)-4-hydroxypyrrolidine-2-carboxamide FC1=C(CNC(=O)[C@H]2N(C[C@@H](C2)O)C([C@H](C(C)(C)S)NC(=O)C2(CC2)F)=O)C=CC(=C1)C1=C(N=CS1)C